{1'-[(2E)-3-(4-chlorophenyl)prop-2-en-1-yl]-5-fluorospiro[indol-3,4'-piperidine]-1(2H)-yl}(2-chloropyridin-4-yl)methanone ClC1=CC=C(C=C1)/C=C/CN1CCC2(CC1)CN(C1=CC=C(C=C12)F)C(=O)C1=CC(=NC=C1)Cl